C(C1=CC=CC=C1)N1CCC2(C=3C=CC(=NC3CN(C2)C(CCNC(OC(C)(C)C)=O)=O)C=2C(=NC=CC2)OCC)CC1 tert-butyl (3-(1-benzyl-2'-(2-ethoxypyridin-3-yl)-6'H-spiro[piperidine-4,5'-[1,7]naphthyridin]-7'(8'H)-yl)-3-oxopropyl)carbamate